methyl 5-(difluoromethoxy)-2-methyl-benzoate FC(OC=1C=CC(=C(C(=O)OC)C1)C)F